FC(C=1C=C(CO)C=C(C1C(F)(F)F)C(F)(F)F)(F)F 3,4,5-tris(trifluoromethyl)benzyl alcohol